3-(((7-(2-aminopyrimidin-4-yl)-2,3-dihydrofuro[3,2-c]pyridin-4-yl)amino)methyl)-N-(7-(2-cyanoethyl)-7-azaspiro[3.5]nonan-2-yl)benzamide NC1=NC=CC(=N1)C=1C2=C(C(=NC1)NCC=1C=C(C(=O)NC3CC4(C3)CCN(CC4)CCC#N)C=CC1)CCO2